ClC=1C(=NC=CC1)C(=O)NC1(CCN(CC1)C1=NC=C(C=C1)C=1C=2N(C=C(C1)C#CC1(COC1)O)N=CC2C#N)C 3-Chloro-N-(1-(5-(3-cyano-6-((3-hydroxyoxetan-3-yl)ethynyl)pyrazolo[1,5-a]pyridine-4-yl)pyridin-2-yl)-4-methylpiperidin-4-yl)picolinamide